C1(=CC=CC=C1)S(=O)(=O)C1=CC=C(C=C1)CN1N=C(C=C1)C1=CC=NC=C1 N-{[4-(benzenesulfonyl)phenyl]methyl}-3-(pyridin-4-yl)-1H-pyrazole